COC=1C(=C(C(C(=O)O)=CC1)C(=O)O)OC dimethoxyphthalic acid